OC([C@H]1C(OC[C@@H]1C=C)=O)C1=CC(=C(C(=C1)OC)OC)OC (3S,4R)-3-(hydroxy(3,4,5-trimethoxyphenyl)methyl)-4-vinyldihydrofuran-2(3H)-one